2-Methoxy-6-morpholino-N-(3-phenylpropyl)-1H-benzo[d]imidazole-1-carboxamide COC1=NC2=C(N1C(=O)NCCCC1=CC=CC=C1)C=C(C=C2)N2CCOCC2